NC=1C(=C(C=C2C=C(N=CC12)NC(O[C@H]1[C@H](CCC1)C#N)=O)C1=C(C2=C(OCCN2)N=C1)C)F (cis)-2-Cyanocyclopentyl (8-amino-7-fluoro-6-(8-methyl-2,3-dihydro-1H-pyrido[2,3-b][1,4]oxazin-7-yl)isoquinolin-3-yl)carbamate